7-(6-(((1S,2S,3R,5R)-2-fluoro-8-methyl-8-azabicyclo[3.2.1]octan-3-yl)(methyl)amino)pyridazin-3-yl)-6-hydroxy-2,3-dimethylquinazolin-4(3H)-one F[C@H]1[C@@H]2CC[C@H](C[C@H]1N(C1=CC=C(N=N1)C1=C(C=C3C(N(C(=NC3=C1)C)C)=O)O)C)N2C